ClC1=C(C2=C(SC3=C2N=CN=C3NC3(CC3)C)N=C1)C 8-chloro-9-methyl-N-(1-methylcyclopropyl)pyrido[3',2':4,5]thieno[3,2-d]pyrimidin-4-amine